3-(tert-butyl)-N-((R)-1-(4-(6-((5-((R)-2-(methoxymethyl)piperazin-1-yl)pyridin-2-yl)amino)pyrimidin-4-yl)-2-methylphenyl)ethyl)-1,2,4-oxadiazole-5-carboxamide C(C)(C)(C)C1=NOC(=N1)C(=O)N[C@H](C)C1=C(C=C(C=C1)C1=NC=NC(=C1)NC1=NC=C(C=C1)N1[C@H](CNCC1)COC)C